BrC=1C=2N(C=CC1)C(=C(N2)C#CCNC2=C(C=C(C=C2)S(=O)(=O)N(C)C)OC)CC(F)(F)F 4-({3-[8-bromo-3-(2,2,2-trifluoroethyl)imidazo[1,2-a]pyridin-2-yl]prop-2-yn-1-yl}amino)-3-methoxy-N,N-dimethylbenzenesulfonamide